5-amino-N-(4-trifluoromethylphenyl)pentanamide NCCCCC(=O)NC1=CC=C(C=C1)C(F)(F)F